FC(CCF)F 1,1,3-trifluoropropane